OCC1=CC=C(C=N1)OCC1=CC(=NN1C1=CC=CC=C1)C 5-[[6-(hydroxymethyl)-3-pyridyl]oxymethyl]-3-methyl-1-phenyl-pyrazole